NC=1C(NC2=CC(=C(N=C2C1C1=C2C=NNC2=C(C=C1)F)OC1CCC1)C)=O 3-Amino-6-(cyclobutoxy)-4-(7-fluoro-1H-indazol-4-yl)-7-methyl-1H-1,5-naphthyridin-2-one